1-(3'-(1-(2-Morpholinoethyl)-1H-pyrazol-3-yl)biphenyl-3-yl)ethanone O1CCN(CC1)CCN1N=C(C=C1)C=1C=C(C=CC1)C1=CC(=CC=C1)C(C)=O